FC1=C(N)C=C(C=C1)C(=C)C 2-fluoro-5-isopropenyl-aniline